C(C)(C)(C)N[C@H]1CNCC1 (R)-N-(tert-butyl)pyrrolidin-3-amine